3-(2,2-difluorospiro[2.4]heptan-6-yl)urea FC1(CC12CCC(C2)NC(N)=O)F